S(=O)(=O)(O)C(C(=O)OCCCCCCCCCCCCCCCC)CC(=O)[O-].[Na+].[Na+].C(CCCCCCCCCCCCCCC)OC(C(CC(=O)[O-])S(=O)(=O)O)=O Disodium Cetyl Sulfosuccinate